4-((1S,3S,5R)-8-((5,7-dimethyl-1-p-toluenesulfonyl-1H-indol-4-yl)methyl)-3-ethoxy-8-azabicyclo[3.2.1]oct-1-yl)benzoic acid methyl ester COC(C1=CC=C(C=C1)[C@@]12C[C@H](C[C@@H](CC1)N2CC2=C1C=CN(C1=C(C=C2C)C)S(=O)(=O)C2=CC=C(C)C=C2)OCC)=O